(2S,3S,4R,5R)-5-(6-(benzylamino)-2-(1-methyl-1H-pyrrol-2-yl)-9H-purin-9-yl)-3,4-dihydroxyl-N-methyltetrahydrofuran-2-carboxamide C(C1=CC=CC=C1)NC1=C2N=CN(C2=NC(=N1)C=1N(C=CC1)C)[C@H]1[C@@H]([C@@H]([C@H](O1)C(=O)NC)O)O